2-methoxyethyl 2-ethyl-3,3-dimethylbutyrate C(C)C(C(=O)OCCOC)C(C)(C)C